phenyl-phosphine acetate C(C)(=O)O.C1(=CC=CC=C1)P